FC1=C(C=C(C(=C1)C1=NC(=CC=C1)OCC1=C(C=C(C=C1)C1=NC=CC=N1)F)F)CC=1N(C2=C(N1)C=CC(=C2)C(=O)O)CCOC 2-[[2,5-difluoro-4-[6-[(2-fluoro-4-pyrimidin-2-yl-phenyl)methoxy]-2-pyridyl]phenyl]methyl]-3-(2-methoxyethyl)benzimidazole-5-carboxylic acid